N-(4-cyclopentyl-2,6-difluorophenyl)-2-{[1-(2-hydroxyethyl)-1H-1,2,3,4-tetrazol-5-yl]sulfanyl}-5-nitrobenzamide C1(CCCC1)C1=CC(=C(C(=C1)F)NC(C1=C(C=CC(=C1)[N+](=O)[O-])SC1=NN=NN1CCO)=O)F